5-(2-chloro-5-(isobutyrylaminomethyl)benzoylamino)-1-(methoxymethyl)-N-(6-(trifluoromethyl)pyridin-3-yl)-1H-indole-2-carboxamide ClC1=C(C(=O)NC=2C=C3C=C(N(C3=CC2)COC)C(=O)NC=2C=NC(=CC2)C(F)(F)F)C=C(C=C1)CNC(C(C)C)=O